dimethyl-(4-(1-(quinolin-6-ylmethyl)-1H-[1,2,3]triazolo[4,5-b]pyrazin-6-yl)phenyl)-phosphine oxide CP(C1=CC=C(C=C1)C1=CN=C2C(=N1)N(N=N2)CC=2C=C1C=CC=NC1=CC2)(C)=O